(1s,4s)-4-(((benzyloxy)carbonyl)amino)cyclohexyl methanesulfonate CS(=O)(=O)OC1CCC(CC1)NC(=O)OCC1=CC=CC=C1